CC(CN=C=O)CCC(CC(CN=C=O)C)C 2,5,7-trimethyl-1,8-diisocyanatooctane